O[B-]1(CCC=2C=CC=C(C2O1)C(=O)O)O 4,4-dihydroxy-5-oxa-4-boranuidabicyclo[4.4.0]deca-1(6),7,9-triene-7-carboxylic acid